4-(2,2-dichloro-cyclopropyl)benzoic acid methyl ester COC(C1=CC=C(C=C1)C1C(C1)(Cl)Cl)=O